N-[(2,6-Dioxocyclohexylidene)methyl]urea O=C1C(C(CCC1)=O)=CNC(=O)N